2-(2,5-dimethyl-1H-pyrrol-1-yl)-1-methyl-4-(4,4,5,5-tetramethyl-1,3,2-dioxaborolan-2-yl)-1H-benzo[d]imidazole CC=1N(C(=CC1)C)C1=NC2=C(N1C)C=CC=C2B2OC(C(O2)(C)C)(C)C